1-(2,2-Dimethoxyethyl)-4-(3-(4,4,5,5-tetramethyl-1,3,2-dioxaborolan-2-yl)phenyl)piperazine COC(CN1CCN(CC1)C1=CC(=CC=C1)B1OC(C(O1)(C)C)(C)C)OC